(2-(Didodecylamino)ethyl)(tetradecylamino)ethan-1-ol C(CCCCCCCCCCC)N(CCC(C)(O)NCCCCCCCCCCCCCC)CCCCCCCCCCCC